(3-((2-(4-cyanobenzyl)-5-(trifluoromethyl)-7-azaindol-4-yl)amino)propyl)cyclobutylcarboxamide C(#N)C1=CC=C(CC=2NC3=NC=C(C(=C3C2)NCCCNC(=O)C2CCC2)C(F)(F)F)C=C1